(Z)-2-(4-(benzyloxy)-3-nitrobenzylidene)-6-((2,6-difluorobenzyl)sulfonyl)-2H-benzo[b][1,4]thiazin-3(4H)-one C(C1=CC=CC=C1)OC1=C(C=C(\C=C/2\C(NC3=C(S2)C=CC(=C3)S(=O)(=O)CC3=C(C=CC=C3F)F)=O)C=C1)[N+](=O)[O-]